BrC=1C=C(C=C(C1)F)N(C1=NC(=NC2=CC(=CC=C12)Cl)Cl)C N-(3-bromo-5-fluorophenyl)-2,7-dichloro-N-methylquinazolin-4-amine